N-{4-[2-(2,6-dichloro-4-fluorophenyl)acetamido]pyridin-2-yl}-N-(3,5-difluorophenyl)acetamide ClC1=C(C(=CC(=C1)F)Cl)CC(=O)NC1=CC(=NC=C1)N(C(C)=O)C1=CC(=CC(=C1)F)F